C(CCCCCCCCCCCCC)N1C(=C(C(C=C1)=O)OC(=O)C(C)(C)C)C=O N-tetradecyl-2-formyl-3-tert-butylcarbonyloxy-pyridin-4-one